2-(5-Fluoro-4-(piperazin-1-yl)pyrimidin-2-yl)-5-methyl-1,3,4-thiadiazole FC=1C(=NC(=NC1)C=1SC(=NN1)C)N1CCNCC1